FC(N1N=CC2=CC=C(C=C12)NC(C1=C(C=C(C=C1)NS(=O)(=O)CCO)N1CCC2(CC2)CC1)=O)F N-(1-(difluoromethyl)-1H-indazol-6-yl)-4-((2-hydroxyethyl)sulphonamido)-2-(6-azaspiro[2.5]oct-6-yl)benzamide